adenosine 2'-phosphate P(=O)(O)(O)O[C@H]1[C@@H](O[C@@H]([C@H]1O)CO)N1C=NC=2C(N)=NC=NC12